N-[4-[2-chloro-3-(4-methylpiperazin-1-yl)phenoxy]-5-ethyl-6-(o-tolyl)pyrimidin-2-yl]-1H-pyrazole-4-sulfonamide ClC1=C(OC2=NC(=NC(=C2CC)C2=C(C=CC=C2)C)NS(=O)(=O)C=2C=NNC2)C=CC=C1N1CCN(CC1)C